3-((3R,5S)-3-((5-(4-(hydroxymethyl)pyridin-2-yl)-1H-pyrrolo[2,3-b]pyridin-4-yl)amino)-5-methylpiperidin-1-yl)-3-oxopropanenitrile OCC1=CC(=NC=C1)C=1C(=C2C(=NC1)NC=C2)N[C@H]2CN(C[C@H](C2)C)C(CC#N)=O